1-(1-(benzothiazol-5-yl-(methyl)amino)-1-oxo-3-phenylpropane-2-yl)-N3-(4-cyanophenyl)isophthalamide S1C=NC2=C1C=CC(=C2)N(C(C(CC2=CC=CC=C2)C2(C(=O)N)CC(C(=O)NC1=CC=C(C=C1)C#N)=CC=C2)=O)C